COC(CCC[C@@H](C)[C@H]1CC[C@@H]2[C@@]1(CC[C@@H]1[C@]3(CC[C@@H](CC3(CC[C@@H]21)O)OC(C)=O)C)C)=O (5R)-5-[(1R,3aS,3bS,7S,9aR,9bS,11aR)-7-acetoxy-5a-hydroxy-9a,11a-dimethylhexadecahydro-1H-Cyclopenta[1,2-a]phenanthrene-1-yl]hexanoic acid methyl ester